COC(CCCCCCCCCCC\C=C/CCO)OC (3Z)-16,16-dimethoxy-3-hexadecen-1-ol